Br.BrCCN1C(COCC1)(C)C 4-(2-bromoethyl)-3,3-dimethylmorpholine hydrobromide